O=C1N(CC2=CC(=CC=C12)C1=CC(=C2C(=N1)NN=C2C(F)(F)F)CN2CCCC2)C2C(NC(CC2)=O)=O 3-(1-oxo-5-(4-(pyrrolidin-1-ylmethyl)-3-(trifluoromethyl)-1H-pyrazolo[3,4-b]pyridin-6-yl)isoindolin-2-yl)piperidine-2,6-dione